5-(4-((1-(5-(tert-butoxycarbonyl)pyridin-2-yl)piperidin-4-yl)methyl)piperazin-1-yl)picolinic acid C(C)(C)(C)OC(=O)C=1C=CC(=NC1)N1CCC(CC1)CN1CCN(CC1)C=1C=CC(=NC1)C(=O)O